ClC1=C(OCN2N=CC=C2C2=C(C=CC=C2)[N+](=O)[O-])C(=C(C=C1OC)OC)Cl ((2,6-dichloro-3,5-dimethoxyphenoxy)methyl)-5-(2-nitrophenyl)-1H-pyrazole